BrC1=C(SC=2C1=NC(=CC2N(C(OC(C)(C)C)=O)CC=2SC=CC2)Cl)C2OCCC2[N+](=O)[O-] tert-butyl (3-bromo-5-chloro-2-(3-nitrotetrahydrofuran-2-yl)thieno[3,2-b]pyridin-7-yl)(thiophen-2-ylmethyl)carbamate